OCC(=O)N1CC(C1)N1N=CC2=C1N(C(C=1C=C(C=CC21)C)=O)C 3-(1-(2-hydroxyacetyl)azetidin-3-yl)-4,7-dimethyl-3,4-dihydro-5H-pyrazolo[3,4-c]isoquinolin-5-one